((3-(5-(2-(ethyl(isopropyl)carbamoyl)-4-fluorophenoxy)pyrimidin-4-yl)-3-azabicyclo[3.1.0]Hexan-6-yl)methyl)carbamate C(C)N(C(=O)C1=C(OC=2C(=NC=NC2)N2CC3C(C3C2)CNC([O-])=O)C=CC(=C1)F)C(C)C